C1(CCCCC1)CCOC1=CC=C(C=N1)C1(CCCC1)C#N [6-(2-cyclohexylethoxy)-3-pyridyl]cyclopentanecarbonitrile